4-Amino-5-bromo-7-methyl-1-oxo-2,3-dihydro-1H-isoindole-2-carboxylic acid-2-methylpropan-2-yl ester CC(C)(C)OC(=O)N1C(C2=C(C=C(C(=C2C1)N)Br)C)=O